2-fluoro-6-methoxy-3-(prop-1-en-2-yl)pyridineDiacetyloxy-tert-butyloxy-n-butyloxysilan FC1(N=C(C=CC1(CC(=O)O[SiH](OCCCC)OC(C)(C)C)C(=C)C)OC)CC(=O)*